C(C)OC(=O)C1=C(N=C(S1)NC1=NC(=CC(=N1)N1CCNCC1)NCC1=CC(=C(C(=C1)OC)OC)OC)C 4-Methyl-2-[[4-(1-piperazinyl)-6-[[(3,4,5-trimethoxyphenyl)methyl]amino]-2-pyrimidinyl]amino]-5-thiazolecarboxylic acid ethyl ester